(±)-5-((4-(2-(2-aminoethyl)cyclopropyl)-3-((methylsulfinyl)methyl)phenyl)amino)-7-(cyclopropylamino)pyrazolo[1,5-a]pyrimidine-3-carbonitrile monotrifluoroacetic acid salt FC(C(=O)O)(F)F.NCCC1C(C1)C1=C(C=C(C=C1)NC1=NC=2N(C(=C1)NC1CC1)N=CC2C#N)CS(=O)C